C(C)(C)(C)OC(=O)N(C)N=C(C(=O)[O-])C1CCC1 [((tert-butoxycarbonyl)(methyl)amino)imino]-2-cyclobutylacetate